FC1=NC(=CC(=C1)N(C=1SC(=C(N1)C(=O)NC1CCC12CCCC2)C)C(COC)=O)F 2-[(2,6-difluoro-4-pyridinyl)-(2-methoxyacetyl)amino]-5-methyl-N-spiro[3.4]octan-3-yl-thiazole-4-carboxamide